(2R)-2-hydroxy-3-[4-[[(2'S,7R)-3-(hydroxymethyl)-2'-methyl-2-(trifluoromethyl)spiro[4,5-dihydrothieno[2,3-c]pyran-7,4'-piperidine]-1'-yl]methyl]pyrazol-1-yl]-N-methyl-propanamide O[C@@H](C(=O)NC)CN1N=CC(=C1)CN1[C@H](C[C@@]2(CC1)OCCC1=C2SC(=C1CO)C(F)(F)F)C